C[C@@H]1CN(C[C@@H](O1)CN1CCN(CC1)C)C1=CC=NC2=CC=CC=C12 4-[(2R,6S)-2-methyl-6-[(4-methylpiperazin-1-yl)methyl]Morpholin-4-yl]Quinoline